3-(4-(2-Methoxyethoxy)phenyl)cyclopentan-1-one COCCOC1=CC=C(C=C1)C1CC(CC1)=O